1-Nonyl-2-propylpyrrolidinium cyanid [C-]#N.C(CCCCCCCC)[NH+]1C(CCC1)CCC